N-(5-bromopyridin-2-yl)-4-fluoropentanamide BrC=1C=CC(=NC1)NC(CCC(C)F)=O